(2-chloro-4-((6-fluorobenzofuran-7-yl)oxy)phenyl)(4-chloro-7H-pyrrolo[2,3-d]pyrimidine-5-yl)methanone ClC1=C(C=CC(=C1)OC1=C(C=CC=2C=COC21)F)C(=O)C2=CNC=1N=CN=C(C12)Cl